1-benzyl-2(1H)-quinoxalinone C(C1=CC=CC=C1)N1C(C=NC2=CC=CC=C12)=O